3-(2,6-diisopropylphenyl)-7-fluoro-6-iodo-2-methyl-quinazolin-4(3H)-one C(C)(C)C1=C(C(=CC=C1)C(C)C)N1C(=NC2=CC(=C(C=C2C1=O)I)F)C